Dihydroxybenzoquinone OC1=C(C(C=CC1=O)=O)O